ClC1=C2C=NN(C2=CC(=C1)C=C1CN(CC1)C(=O)OC(C)(C)C)C tert-Butyl 3-[(4-chloro-1-methyl-1H-indazol-6-yl)methylene]pyrrolidine-1-carboxylate